N[C@H]1C[C@@H](OC[C@@H]1NCC(F)(F)F)C(=O)N1[C@H](C2=CC=CC=C2CC1)C1=CC=C(C=C1)F ((2R,4S,5R)-4-amino-5-((2,2,2-trifluoroethyl)amino)tetrahydro-2H-pyran-2-yl)((S)-1-(4-fluorophenyl)-3,4-dihydroisoquinolin-2(1H)-yl)methanone